2-((3R,4S)-3-aminotetrahydro-2H-pyran-4-yl)-3-bromo-5-chloro-1-methyl-N-(thiophen-2-ylmethyl)-1H-pyrrolo[3,2-b]pyridin-7-amine N[C@H]1COCC[C@@H]1C1=C(C2=NC(=CC(=C2N1C)NCC=1SC=CC1)Cl)Br